(E)-(2-(4-(2-(2-(pyridin-2-yl)vinyl)quinazolin-4-yl)piperazin-1-yl)ethyl)phosphonic acid N1=C(C=CC=C1)/C=C/C1=NC2=CC=CC=C2C(=N1)N1CCN(CC1)CCP(O)(O)=O